ClC1=NC=CC(=C1)C1=C(C=NC(=C1OC)C)C(=O)NC=1SC(=NN1)OCC1=NC=C(C=C1)Cl 2'-chloro-N-(5-((5-chloropyridin-2-yl)methoxy)-1,3,4-thiadiazol-2-yl)-5-methoxy-6-methyl-(4,4'-bipyridine)-3-carboxamide